(R)-2-(1-methyl-4-((1-methylpiperidin-3-yl)amino)-1H-pyrazolo[3,4-d]pyridazin-7-yl)-5-(trifluoromethyl)phenol CN1N=CC=2C1=C(N=NC2N[C@H]2CN(CCC2)C)C2=C(C=C(C=C2)C(F)(F)F)O